2-methyl-2-(thiazol-5-yl)propionic acid tert-butyl ester C(C)(C)(C)OC(C(C)(C1=CN=CS1)C)=O